FC1(CCNCC1)CN1C=CC2=CC=CC=C12 1-((4-fluoropiperidin-4-yl)methyl)-1H-indol